((5-(benzyloxy)-1,2,3,4-tetrahydronaphthalen-2-yl)(propyl)amino)hexanol C(C1=CC=CC=C1)OC1=C2CCC(CC2=CC=C1)N(CCC)C(CCCCC)O